C(C)(=O)C=1C=CC2=C(COC=3C=C4C(=CC23)CCC=C4)C1 3-acetyl-10,11-dihydro-5H-dibenzo[c,g]chromen